pentacosyl tetracos-15-enoate C(CCCCCCCCCCCCCC=CCCCCCCCC)(=O)OCCCCCCCCCCCCCCCCCCCCCCCCC